N,N,2-trimethyl-1H-indole-5-sulfonamide CN(S(=O)(=O)C=1C=C2C=C(NC2=CC1)C)C